Racemic-2-(3-(1-((4-methyl-4H-1,2,4-triazol-3-yl)thio)ethyl)phenyl)-4-phenyl-2H-1,2,3-triazole CN1C(=NN=C1)S[C@H](C)C=1C=C(C=CC1)N1N=CC(=N1)C1=CC=CC=C1 |r|